C(C(C(CC(=O)O)C(=O)O)C(=O)O)C(=O)O 1,2,3,4-butantetracarboxylic acid